CN(CCN(C=1C(=CC(=C(C1)OC)NC1=NC=CC(=N1)C1=CN(C2=CC=CC=C12)C)N)C)C N1-[2-(dimethylamino)ethyl]-5-methoxy-N1-methyl-N4-[4-(1-methyl-1H-indol-3-yl)-2-pyrimidinyl]-1,2,4-benzenetriamine